triethanolamine caprylyl-glutamate salt C(CCCCCCC)(=O)N[C@@H](CCC(=O)O)C(=O)O.N(CCO)(CCO)CCO